C(C(=C)C)(=O)OCCC[Si](OC)(OC)OC (3-methacryloxypropyl)trimethoxysilane